N1=C(C=CC=C1)C(=O)O.N1=C(C=CC=C1)C(=O)O.C(CCCCCCC)N1C2=CC(=CC=C2C=2C=CC(=CC12)B(O)O)B(O)O 9-octylcarbazole-2,7-diboronic acid dipicolinate